ClC1=NC(=C(C(=C1C(=O)O)C(=O)O)F)C 2-chloro-5-fluoro-6-methylpyridine-3,4-dicarboxylic acid